C(C=C)NCCN 1-(Allylamino)-2-aminoethane